1-iodo-2,5-dimethoxy-4-(trifluoromethyl)benzene IC1=C(C=C(C(=C1)OC)C(F)(F)F)OC